2-(8-amino-7-methoxy-2-naphthyl)-N-(1-methyl-4-piperidyl)pyrimidine-4-carboxamide NC=1C(=CC=C2C=CC(=CC12)C1=NC=CC(=N1)C(=O)NC1CCN(CC1)C)OC